C(C)C1=CC=C(C=N1)NC1=NC=2C=C(C(=C(C2C=N1)N)F)C1=C(C2=C(OCCN2)N=C1)C N~2~-(6-ethylpyridin-3-yl)-6-fluoro-7-(8-methyl-2,3-dihydro-1H-pyrido[2,3-b][1,4]oxazin-7-yl)quinazoline-2,5-diamine